(S)-1-(3-(4-amino-7-chloro-3-((2,6-dimethoxypyridin-4-yl)ethynyl)-1H-pyrazolo[4,3-c]pyridin-1-yl)pyrrolidin-1-yl)prop-2-en-1-one NC1=NC=C(C2=C1C(=NN2[C@@H]2CN(CC2)C(C=C)=O)C#CC2=CC(=NC(=C2)OC)OC)Cl